N[C@@H](C(=O)OC)CC1=CC(=C(C=C1)F)C=O METHYL (2R)-2-AMINO-3-(4-FLUORO-3-FORMYLPHENYL)PROPANOATE